4-((2,3-Dihydrobenzo[b][1,4]dioxin-6-yl-2,2,3,3-d4)oxy)piperidine-2,2,6,6-d4 O1C2=C(OC(C1([2H])[2H])([2H])[2H])C=C(C=C2)OC2CC(NC(C2)([2H])[2H])([2H])[2H]